C1(CC1)N1C(=NC2=C1C=C(C=C2)OC(F)(F)F)C=2C=NC=NC2 1-Cyclopropyl-2-(pyrimidin-5-yl)-6-(trifluoromethoxy)-1H-benzo[d]imidazol